FC(C(=O)O)(F)F.N1CC(C1)N1C[C@H]([C@@H](CC1)N1N=C(C=2C1=NC=NC2N)C2=CC=C(C=C2)OC2=CC=CC=C2)F Trans-1-(1-(azetidin-3-yl)-3-fluoropiperidin-4-yl)-3-(4-phenoxyphenyl)-1H-pyrazolo[3,4-d]pyrimidin-4-amine trifluoroacetate